3-(5-(6-Amino-4,5-dimethylpyridin-2-yl)-1-oxoisoindolin-2-yl)piperidine-2,6-dione NC1=C(C(=CC(=N1)C=1C=C2CN(C(C2=CC1)=O)C1C(NC(CC1)=O)=O)C)C